2-((2-(2-methoxyphenyl)-4-oxo-4H-benzopyran-3-yl)oxy)-N'-phenylacetic acid hydrazide COC1=C(C=CC=C1)C=1OC2=C(C(C1OCC(=O)NNC1=CC=CC=C1)=O)C=CC=C2